5-((1S,5R)-1-(1-(1-methylpiperidin-4-yl)-1H-1,2,4-triazol-3-yl)-5-(trifluoromethyl)-3-azabicyclo[3.1.0]hex-3-yl)quinoline-8-carbonitrile CN1CCC(CC1)N1N=C(N=C1)[C@@]12CN(C[C@]2(C1)C(F)(F)F)C1=C2C=CC=NC2=C(C=C1)C#N